C(=O)O.NCCCNC(=O)N1CCN(CC1)C(C1=C(C=C(C=C1)NC=1C=2N(C=CN1)C(=CN2)C=2C(=NNC2)C(F)(F)F)Cl)=O N-(3-aminopropyl)-4-[2-chloro-4-[[3-[3-(trifluoromethyl)-1H-pyrazol-4-yl]imidazo[1,2-a]pyrazin-8-yl]amino]benzoyl]piperazine-1-carboxamide formate